6-(1-methylcyclopropyl)spiro[2,3-dihydroisoquinoline-4,1'-cyclopropane]-1-one CC1(CC1)C=1C=C2C(=CC1)C(NCC21CC1)=O